(2-(5-Formyl-4-(2-isopropylpyridin-3-yl)-2-methyl-1H-imidazol-1-yl)ethyl)carbamic acid tert-butyl ester C(C)(C)(C)OC(NCCN1C(=NC(=C1C=O)C=1C(=NC=CC1)C(C)C)C)=O